NC1=C(SC2=NC(=CC=C21)C)C(=O)NC2CC=1C(=CC(=NC1CC2)N2CC(C(C2)OC(COC)C)N)F 3-amino-N-(2-{3-amino-4-[(1-methoxypropan-2-yl)oxy]pyrrolidin-1-yl}-4-fluoro-5,6,7,8-tetrahydroquinolin-6-yl)-6-methylthieno[2,3-b]pyridine-2-carboxamide